5-[5-(difluoromethyl)-1,3,4-oxadiazol-2-yl]-N-[1-(6-chloropyridin-3-yl)ethyl]pyrimidin-2-amine FC(C1=NN=C(O1)C=1C=NC(=NC1)NC(C)C=1C=NC(=CC1)Cl)F